(3-(Allyloxy)prop-1-yn-1-yl)trimethylsilane C(C=C)OCC#C[Si](C)(C)C